(4-(phenanthr-2-yl)phenyl)boronic acid C1=C(C=CC=2C3=CC=CC=C3C=CC12)C1=CC=C(C=C1)B(O)O